(6Z,9Z)-octadeca-6,9-diene CCCCC\C=C/C\C=C/CCCCCCCC